C(CCC(=O)O)(=O)OC(CCCCCCC\C=C/CCCCCCCC)=O oleic succinic anhydride